4-{6-[2-fluoro-1-(fluoromethyl)ethoxy]-3-(3-methoxybenzyl)-2,4-dioxo-3,4-dihydroquinazolin-1(2H)-yl}piperidine-1-carbaldehyde FCC(OC=1C=C2C(N(C(N(C2=CC1)C1CCN(CC1)C=O)=O)CC1=CC(=CC=C1)OC)=O)CF